bicyclo[4.4.0]dec-1-en C12=CCCCC2CCCC1